FC1=C(C=CC=C1)[C@]1([C@@H]2CCN(C[C@H]12)C1=CNC=2C(=N1)NNC2C=2C=C1C=CN=C(C1=CC2)OC)CN ((1S,6R,7R)-7-(2-fluorophenyl)-3-(3-(1-methoxyisoquinolin-6-yl)-2,4-dihydro-1H-pyrazolo[3,4-b]pyrazin-6-yl)-3-azabicyclo[4.1.0]heptan-7-yl)methanamine